potassium chloride, potassium salt [K+].[Cl-].[K+].[Cl-]